N-[4-[3-(3-Pyridinyl)-5-(trifluoromethyl)-1H-pyrazol-1-yl]phenyl]-1-isoquinolinamine N1=CC(=CC=C1)C1=NN(C(=C1)C(F)(F)F)C1=CC=C(C=C1)NC1=NC=CC2=CC=CC=C12